1,3-dimethyl-3,4,5,6-tetrahydro-2(1H)-pyridone CN1C(C(CCC1)C)=O